S(=O)(=O)(C1=CC=C(C)C=C1)OCCC1CO1 4-tosyloxy-1,2-epoxybutane